N[C@@H]1C2=CC=CC=C2CC12CCN(CC2)C=2NC(C1=C(N2)NN=C1C(=C(F)F)C1=CC=CC=C1)=O (S)-6-(1-amino-1,3-dihydro-spiro[inden-2,4'-piperidin]-1'-yl)-3-(2,2-difluoro-1-phenylvinyl)-1,5-dihydro-4H-pyrazolo[3,4-d]pyrimidin-4-one